C1=CC=C(C=2OC3=C(C21)C=CC=C3)C3=CC(=NC(=N3)C3=CN(C2=NC=C(C=C23)F)S(=O)(=O)C2=CC=C(C)C=C2)NC2C(C3CCC2CC3)C(=O)OC (+/-)-trans-methyl 3-((6-(dibenzo[b,d]furan-4-yl)-2-(5-fluoro-1-tosyl-1H-pyrrolo[2,3-b]pyridine-3-yl)pyrimidin-4-yl)amino)bicyclo[2.2.2]octane-2-carboxylate